COC(C1=C(C=C(C=C1)NC(CCCNC(CCCC[C@@H]1SC[C@@H]2NC(N[C@@H]21)=O)=O)=O)C#CCNC(=O)OC(C)(C)C)=O methyl-2-(3-((tert-butoxycarbonyl)amino)prop-1-yn-1-yl)-4-(4-(5-((3aS,4S,6aR)-2-oxohexahydro-1H-thieno[3,4-d]imidazol-4-yl)pentanamido)butanamido)benzoate